3-[1-(2,6-dichloro-3-fluoro-phenyl)-ethoxy]-5-(1H-pyrrol-2-yl)-pyrazin-2-ylamine ClC1=C(C(=CC=C1F)Cl)C(C)OC=1C(=NC=C(N1)C=1NC=CC1)N